C[C@H]1N([C@@H](CC[C@H]1C)C1=CC=CC=C1)C(C(=O)NC=1C=NC=C(C1)C)=O 2-[(2R,3R,6s)-2,3-dimethyl-6-phenyl-1-piperidyl]-N-(5-methyl-3-pyridyl)-2-oxo-acetamide